CC=1SC(=C(N1)C1=CC=CC=C1)OC1=CC(=NC=C1)NC=1C=NC=CC1 4-((2-methyl-4-phenylthiazol-5-yl)oxy)-N-(pyridin-3-yl)pyridin-2-amine